[Na+].[Na+].CSCC(=O)C(C(=O)[O-])C(=O)[O-] 2-(2-(Methylthio)acetyl)malonate disodium salt